C(C)N([C@@H](CCCCNC([C@H](C)O)=O)C(=O)O)C(=O)OCC1=CC=CC=C1 ethyl-N2-((benzyloxy)carbonyl)-N6-((S)-2-hydroxypropionyl)-L-lysine